CON=C(C(=O)[O-])C1=C(C=CC=C1)CO/N=C(\C)/C1=CC(=CC=C1)C(F)(F)F α-(methoxyimino)-2-[[[[(1E)-1-[3-(trifluoromethyl)phenyl]ethylidene]amino]oxy]methyl]benzeneacetate